1-(5-{[(5-chlorothiophen-2-yl)methyl]amino}-3-[1-(1,3-oxazol-5-ylmethyl)piperidin-4-yl]-1H-pyrazol-1-yl)-2,2-dimethylpropan-1-one ClC1=CC=C(S1)CNC1=CC(=NN1C(C(C)(C)C)=O)C1CCN(CC1)CC1=CN=CO1